{[2-(2H-1,3-benzodioxol-5-yl)-1-methyl-2-oxo-ethyl]-N-methylaminocarbonyloxy}methyl tert-butyl adipate C(CCCCC(=O)OC(C)(C)C)(=O)OCOC(=O)N(C)C(C(=O)C1=CC2=C(OCO2)C=C1)C